(R)-5-chloro-2-((1-(6-fluoro-2-(5-fluoropyridin-2-yl)-3-deuteromethyl-4-oxo-3,4-dihydroquinazolin-8-yl)ethyl)amino)benzoic acid ClC=1C=CC(=C(C(=O)O)C1)N[C@H](C)C=1C=C(C=C2C(N(C(=NC12)C1=NC=C(C=C1)F)C[2H])=O)F